3-(tert-butyl) 2-methyl (1S,2S,5R)-2-(2-(chloromethyl) allyl)-3-azabicyclo[3.1.0]hexane-2,3-dicarboxylate ClCC(C[C@]1([C@H]2C[C@H]2CN1C(=O)OC(C)(C)C)C(=O)OC)=C